(Z)-5-((2-(p-tolyl)pyridin-4-yl)methylene)thiazolidin-2,4-dione C1(=CC=C(C=C1)C1=NC=CC(=C1)\C=C/1\C(NC(S1)=O)=O)C